NC1=NN2C(N=CC=C2)=C1C(=O)NCC=1OC2=C(C1)C=C(C=C2C(=O)O)C 2-((2-Aminopyrazolo[1,5-a]pyrimidine-3-carboxamido)methyl)-5-methylbenzofuran-7-carboxylic acid